2-(Methylmercapto)-N-(pyridin-2-yl)pyrimidine-4-amide CSC1=NC=CC(=N1)C(=O)NC1=NC=CC=C1